((S)-1-(4-fluorophenyl)-3,4-dihydro-isoquinolin-2(1H)-yl)((4aS,7R,8aS)-octahydropyrano[3,4-b][1,4]oxazin-7-yl)methanone FC1=CC=C(C=C1)[C@@H]1N(CCC2=CC=CC=C12)C(=O)[C@H]1C[C@H]2[C@H](OCCN2)CO1